tert-Butyl 3-hydroxy-3-(4-methoxyquinazolin-6-yl)pyrrolidine-1-carboxylate OC1(CN(CC1)C(=O)OC(C)(C)C)C=1C=C2C(=NC=NC2=CC1)OC